C1(=CC=C(C=C1)C(C)C)C 2-(4-tolyl)propane